(5-bromo-3-nitropyridin-2-yl)thiophene-2-carboxylic acid methyl ester COC(=O)C=1SC=CC1C1=NC=C(C=C1[N+](=O)[O-])Br